4-methyl-1,9-nonanediamine CC(CCCN)CCCCCN